The molecule is a limonoid based on a mexicanolide-type skeleton isolated from Trichilia connaroides. It has a role as a plant metabolite. It is a delta-lactone, a bridged compound, a member of furans, a limonoid, an organic heteropentacyclic compound, a methyl ester and a tertiary alpha-hydroxy ketone. It derives from a 2-methylbutyric acid. CCC(C)C(=O)O[C@@H]1[C@@]2([C@@H]3[C@@]4(O3)[C@H](CC[C@@]5([C@H]4CC(=O)O[C@H]5C6=COC=C6)C)[C@@](C2=O)([C@H](C1(C)C)CC(=O)OC)C)O